N[C@@H]1[C@H](OCCC1)C1=C(C2=NC(=CC(=C2S1)NCC1=CC=CC=C1)Cl)Br 2-((2s,3s)-3-aminotetrahydro-2H-pyran-2-yl)-N-benzyl-3-bromo-5-chlorothieno[3,2-b]pyridin-7-amine